CC1=CC=C(C=C1)C(=C(CCC1=CC=C(C=C1)C)CC=C)CC=C 1,4-di(p-methylphenyl)-1,2-diallyl-1-butene